3-(1-methyl-1H-pyrazol-5-yl)cyclopent-2-en-1-one CN1N=CC=C1C1=CC(CC1)=O